NC=1C=CC(=NC1N)C=1C=C(C(=O)OC)C=CC1 methyl 3-(5,6-diaminopyridin-2-yl)benzoate